C1(CC1)C([C@@H](C=1OC2=C(N1)C=C(C=C2)CN2C(N[C@@H](C2)C(F)(F)F)=O)NC([C@H](C)C2=CC=CC=C2)=O)C2CC2 (R)-N-((S)-2,2-dicyclopropyl-1-(5-(((S)-2-oxo-4-(trifluoromethyl)imidazolidin-1-yl)methyl)-benzo[d]oxazol-2-yl)ethyl)-2-phenylpropanamide